3-(4-Cyclobutoxybenzyl)-1-(4-fluorobenzyl)-1-(pyrrolidin-3-ylmethyl)urea C1(CCC1)OC1=CC=C(CNC(N(CC2CNCC2)CC2=CC=C(C=C2)F)=O)C=C1